2-bromo-4-((1-((6-chloropyridin-2-yl)oxy)propan-2-yl)oxy)pyridine BrC1=NC=CC(=C1)OC(COC1=NC(=CC=C1)Cl)C